tert-butyl 6-[(4-chlorophenyl) methyl]-7,10-dioxo-9-(propan-2-yl)-2,6,9-triazaspiro[4.5]decane-2-carboxylate ClC1=CC=C(C=C1)CN1C2(CCN(C2)C(=O)OC(C)(C)C)C(N(CC1=O)C(C)C)=O